Cl.NC(C(=O)N1C[C@H](N(CC1)C(=O)NC1=NC(N(C=C1)C1=CC=C(C=C1)CN(CC)[C@@H]1CC[C@H](CC1)N)=O)C)(C)C (R)-4-(2-Amino-2-methylpropanoyl)-N-(1-(4-((((trans)-4-aminocyclohexyl)(ethyl)amino)methyl)phenyl)-2-oxo-1,2-dihydropyrimidin-4-yl)-2-methylpiperazine-1-carboxamide hydrochloride salt